8-((2S,6S)-2,6-dimethylmorpholinyl)-3-((S*)-3-hydroxy-3-(trifluoromethyl)pyrrolidin-1-carbonyl)-N-(3-methyloxetan-3-yl)imidazo[1,5-a]pyridine-6-sulfonamide C[C@H]1CN(C[C@@H](O1)C)C=1C=2N(C=C(C1)S(=O)(=O)NC1(COC1)C)C(=NC2)C(=O)N2C[C@@](CC2)(C(F)(F)F)O |o1:30|